2-isocyanatopropyl-2,6-diisocyanatocaprate N(=C=O)C(COC(=O)C(CCCC(CCCC)N=C=O)N=C=O)C